(S)-4-((4-(5,6,7,8-tetrahydro-1,8-naphthyridin-2-yl)butyl)(2-(2,2,2-trifluoroethoxy)ethyl)amino)-2-(3-(trifluoromethyl)picolinamido)butanoic acid N1=C(C=CC=2CCCNC12)CCCCN(CC[C@@H](C(=O)O)NC(C1=NC=CC=C1C(F)(F)F)=O)CCOCC(F)(F)F